methyl 5-bromo-4-(2-(3-((tert-butyldiphenylsilyl)oxy)-6-methoxypyridin-2-yl)ethyl)-2-(methoxymethoxy)benzoate BrC=1C(=CC(=C(C(=O)OC)C1)OCOC)CCC1=NC(=CC=C1O[Si](C1=CC=CC=C1)(C1=CC=CC=C1)C(C)(C)C)OC